ClC1=CC(=NN1C)/C=C/N(O)O (E)-2-(5-chloro-1-methyl-pyrazol-3-yl)-N,N-dihydroxy-ethenamine